1-(4-(7-((3-chlorophenyl)amino)-1-methyl-6,7-dihydro-5H-benzo[c][1,2,3]triazolo[1,5-a]azepin-9-yl)-3,6-dihydropyridin-1(2H)-yl)propan-1-one ClC=1C=C(C=CC1)NC1C2=C(C=3N(CC1)N=NC3C)C=CC(=C2)C=2CCN(CC2)C(CC)=O